FC1=CC(=C(C=C1)N1CN(C(C2=CC(=CC=C12)C(F)(F)F)=O)C1=C(C(NC=C1)=O)C)C 1-(4-fluoro-2-methylphenyl)-3-(3-methyl-2-oxo-1,2-dihydropyridin-4-yl)-6-(trifluoromethyl)-2,3-dihydroquinazolin-4(1H)-one